C1(CCCCCCC\C=C/CCCCC1)=O (9Z)-9-cyclopentadecanen-1-one